FC(S(=O)(=O)OC1=NC(=C(C=C1C(F)(F)F)[N+](=O)[O-])C=1OC(=NN1)C(CC=C)(C(F)(F)F)OCC1=CC=CC=C1)(F)F [6-[5-[1-benzyloxy-1-(trifluoromethyl) but-3-enyl]-1,3,4-oxadiazol-2-yl]-5-nitro-3-(trifluoromethyl)-2-pyridinyl] trifluoromethanesulfonate